The molecule is a dipeptide composed of L-leucine and L-threonine joined by a peptide linkage. It has a role as a metabolite. It derives from a L-leucine and a L-threonine. C[C@H]([C@@H](C(=O)O)NC(=O)[C@H](CC(C)C)N)O